di-tert-butyl-[2',4',6'-tri(prop-2-yl)biphenyl-2-yl]Phosphane C(C)(C)(C)P(C1=C(C=CC=C1)C1=C(C=C(C=C1C(C)C)C(C)C)C(C)C)C(C)(C)C